(E)-1-(6-isopropoxy-2-nitropyridin-3-yl)-N-(1-methyl-2-oxabicyclo[2.1.1]hex-4-yl)methyleneamine C(C)(C)OC1=CC=C(C(=N1)[N+](=O)[O-])\C=N\C12COC(C1)(C2)C